tert-Butyl (2R)-2-[(4-methoxyphenyl)methyl]morpholine-4-carboxylate COC1=CC=C(C=C1)C[C@@H]1CN(CCO1)C(=O)OC(C)(C)C